iso-Hexen C=CCC(C)C